1,5-diazocan-2-one N1C(CCNCCC1)=O